trans-(6-chloropyrimidin-4-yl)(4-(3,4-dihydroisoquinolin-2(1H)-yl)-5-hydroxyazepine-1-yl)methanone ClC1=CC(=NC=N1)C(=O)N1\C=C\C(=C(C=C1)O)N1CC2=CC=CC=C2CC1